ClC1=CC=C(C(=N1)C(=O)O)N[C@H](C)C1=C2N=C(C(=NC2=CC(=C1)C)C#N)N1CC2(COC2)C1 (R)-6-chloro-3-((1-(2-cyano-7-methyl-3-(2-oxa-6-azaspiro[3.3]heptan-6-yl)quinoxalin-5-yl)ethyl)amino)picolinic acid